C(C(=C)C)(=O)OCCCCCCCCCCOP(=O)(O)O.P(=O)(OCCCCCCCCCC)(O)O decyl dihydrogen phosphate (10-methacryloyloxydecyl dihydrogen phosphate)